(2-(4-chlorophenyl)pyrazolo[1,5-a]pyrimidin-6-yl)(3-nitro-2-hydroxyphenyl)methanone ClC1=CC=C(C=C1)C1=NN2C(N=CC(=C2)C(=O)C2=C(C(=CC=C2)[N+](=O)[O-])O)=C1